methyl (1r,2'R,4R)-4-(3-chloroanilino)-2'-[(2R)-2-(hydroxymethyl)butyl]-2',3'-dihydrospiro[cyclohexane-1,1'-indene]-4-carboxylate ClC=1C=C(NC2(CCC3([C@@H](CC4=CC=CC=C34)C[C@@H](CC)CO)CC2)C(=O)OC)C=CC1